C1(=CC=CC=C1)C12NC(OC1CCCC2)=O 3a-Phenylhexahydrobenzo[d]oxazol-2(3H)-on